C(#C)C=1SC=C(N1)C(=O)NCCC1=CC=C(C=C1)NS(=O)(=O)C 2-Ethynyl-N-(4-(methylsulfonamido)phenethyl)thiazole-4-carboxamide